2-methylsulfanyl-7-[(3s,4r)-4-methyltetrahydrofuran-3-yl]pyrrolo[2,3-d]pyrimidine-6-carboxamide CSC=1N=CC2=C(N1)N(C(=C2)C(=O)N)[C@@H]2COC[C@@H]2C